(R)-4-(2-(1H-indol-4-yl)-7-((methanesulfonyl)methyl)thieno[3,2-d]pyrimidin-4-yl)-3-methylmorpholine N1C=CC2=C(C=CC=C12)C=1N=C(C2=C(N1)C(=CS2)CS(=O)(=O)C)N2[C@@H](COCC2)C